COC(C(C)(F)C1=C(C(=CC=C1)Br)Cl)=O 2-(3-Bromo-2-chloro-phenyl)-2-fluoro-propionic acid methyl ester